(2-propoxyethoxy)ethoxyethanol C(CC)OCCOCCOC(C)O